L-1,2-dichloropropane ClCC(C)Cl